CN1N=CC(=C1)NC1=NN2C(C(=CC=C2)N2CC(C2)(N2N=CC(=C2)SC)CC#N)=N1 2-[1-[2-[(1-methylpyrazol-4-yl)amino]-[1,2,4]triazolo[1,5-a]pyridin-8-yl]-3-(4-methylsulfanylpyrazol-1-yl)azetidin-3-yl]acetonitrile